CN1C2=C(OCC1)C=CC(=C2)B2OC(C(O2)(C)C)(C)C 4-methyl-6-(4,4,5,5-tetramethyl-1,3,2-dioxaborolan-2-yl)-3,4-dihydro-2H-benzo[b][1,4]oxazine